C(C)(C)O[Si](OC1=C(C=CC=C1)C1=CC(=C(C=C1NC(C1=CC=C(C=C1)N)=O)NC(C1=CC=C(C=C1)N)=O)C1=C(C=CC=C1)O[Si](OC(C)C)(OC(C)C)OC(C)C)(OC(C)C)OC(C)C 1,3-bis(triisopropoxysiloxyphenyl)-4,6-bis(4-aminobenzoylamino)benzene